FC1=CC=CC2=CC3=CC=CC=C3C=C12 fluoroanthracene